1-((4-fluoro-3-methoxyphenyl)sulfonyl)-4-methylpiperazine FC1=C(C=C(C=C1)S(=O)(=O)N1CCN(CC1)C)OC